3-(1-((endo)-2-azabicyclo[2.1.1]hexan-5-yl)-4-(3-(dimethylamino)azetidin-1-yl)-6-fluoro-7-(3-hydroxynaphthalen-1-yl)-2-(1H-indazol-5-yl)-1H-imidazo[4,5-c]quinolin-8-yl)propanenitrile C12NCC(C1N1C(=NC=3C(=NC=4C(=C(C(=CC4C31)CCC#N)C3=CC(=CC1=CC=CC=C31)O)F)N3CC(C3)N(C)C)C=3C=C1C=NNC1=CC3)C2